C(C)OC1=CC2=C(N=C(N=C2O)C)C=N1 6-ethoxy-2-methylpyrido[3,4-d]pyrimidin-4-ol